OC=1C=C(C2=C(OC(OC2=O)(C=C(C)C)C)C1C=1C=C(C=CC1)C)CCCCC 7-hydroxy-2-methyl-2-(2-methylprop-1-en-1-yl)-5-pentyl-8-(m-tolyl)-4H-benzo[d][1,3]dioxin-4-one